2-chloro-N-(3-fluorophenyl)-6-methyl-7H-pyrrolo[2,3-d]pyrimidin-4-amine ClC=1N=C(C2=C(N1)NC(=C2)C)NC2=CC(=CC=C2)F